CC1(NCCC(C1)C1=CC2=C(NC(O2)=O)C=C1)C 6-(2,2-dimethyl-4-piperidinyl)-3H-1,3-benzoxazol-2-one